2-[2-(1H-pyrazol-4-yl)-3-pyridinyl]ethanone N1N=CC(=C1)C1=NC=CC=C1CC=O